BrC1=CC2=C(N=CC(=C2NC(C)C)[N+](=O)[O-])N1S(=O)(=O)C1=CC=CC=C1 2-bromo-N-isopropyl-5-nitro-1-(phenylsulfonyl)-1H-pyrrolo[2,3-b]pyridin-4-amine